methyl 3-[(3aR,7aR)-octahydropyrrolo[3,2-b]pyridin-4-yl]-5-fluorobenzoate hydrochloride Cl.N1CC[C@H]2N(CCC[C@H]21)C=2C=C(C(=O)OC)C=C(C2)F